C(C1=CC=CC=C1)[C@@H]1N(C(OC1)=O)C=1C=C(C=C(C1)F)C(C)NC=1C(=NC(=CC1)F)C(=O)O 3-((1-(3-((S)-4-Benzyl-2-oxooxazolidin-3-yl)-5-fluorophenyl)ethyl)amino)-6-fluoro-picolinic acid